(R)-2-amino-4-(2-amino-5-isopropylphenyl)-4-oxobutanoic acid N[C@@H](C(=O)O)CC(=O)C1=C(C=CC(=C1)C(C)C)N